FC1=C(C=C(C=C1)F)C(CC#CC#CC=1C=CNC1)N1C(C2=CC(=CC(=C2C1)F)C#C)=O 4-(6-(2,5-Difluorophenyl)-6-(6-ethynyl-4-fluoro-1-oxoisoindolin-2-yl)hex-1,3-diyn-1-yl)-1H-pyrrole